CC1(OB(OC1(C)C)C=1C=NN(C1)COCC[Si](C)(C)C)C 4-(4,4,5,5-tetramethyl-1,3,2-dioxaborolan-2-yl)-1-{[2-(trimethylsilyl)ethoxy]methyl}-1H-pyrazole